OCC(C)(C)N1C=C(C=C1)C(=O)O 1-(1-hydroxy-2-methylpropan-2-yl)-1H-pyrrole-3-carboxylic acid